C1(CCCCCCCCCOCCCCCO1)=O 11-oxahexadecanolide